p-chlorom-xylylene glycol ClC1=C(C=C(C=C1)CO)CO